4-(difluoromethoxy)-N-[(4-methylpyridin-3-yl)methyl]benzamide FC(OC1=CC=C(C(=O)NCC=2C=NC=CC2C)C=C1)F